3-trimethoxysilylpropylmethacrylate CO[Si](CCCOC(C(=C)C)=O)(OC)OC